C1(CC1)N1CCN(CC1)CCC(=O)N1CCN(C2=CC=CC=C12)C1=CC=C(C=C1)F 3-(4-cyclopropylpiperazin-1-yl)-1-(4-(4-fluorophenyl)-3,4-dihydroquinoxalin-1(2H)-yl)propan-1-on